(Z)-2-cyano-N-(4-(3-fluorophenyl)-5-(phenylsulfonyl)pyrimidin-2-yl)-3-hydroxy-3-(5-methylisoxazol-4-yl)acrylamide C(#N)/C(/C(=O)NC1=NC=C(C(=N1)C1=CC(=CC=C1)F)S(=O)(=O)C1=CC=CC=C1)=C(\C=1C=NOC1C)/O